C1(CC1)C=1N=CC(=NC1)C=1C(=CC(=NC1)NC(C)=O)NC1=NC(=NC=C1)C(C)(F)F N-(5-(5-cyclopropylpyrazin-2-yl)-4-((2-(1,1-difluoroethyl)pyrimidin-4-yl)amino)pyridin-2-yl)acetamide